2-(8-((3as,7ar)-6-methyl-octahydro-1H-pyrrolo[2,3-c]pyridin-1-yl)pyrido[2,3-d]pyridazin-5-yl)-5-(trifluoromethyl)phenol CN1C[C@H]2[C@@H](CC1)CCN2C=2N=NC(=C1C2N=CC=C1)C1=C(C=C(C=C1)C(F)(F)F)O